C(CCCCC\C=C/CCCCCCCC)(=O)O (Z)-hexadeca-7-enoic acid